3-(6-ethylpyridin-2-yl)-6,7-dihydro-4H-pyrazolo[5,1-c][1,4]oxazine-2-carboxylic acid C(C)C1=CC=CC(=N1)C=1C(=NN2C1COCC2)C(=O)O